C(OC1=CC=C(C=C1)[N+](=O)[O-])(OC=1C(=C2CCC(OC2=C(C1C)C)(CCCC(CCCC(CCCC(C)C)C)C)C)C)=O 4-nitrophenyl (2,5,7,8-tetramethyl-2-(4,8,12-trimethyltridecyl)chroman-6-yl) carbonate